tetrakis(4-fluorophenyl)boric acid FC1=CC=C(C=C1)[B-](C1=CC=C(C=C1)F)(C1=CC=C(C=C1)F)C1=CC=C(C=C1)F.[H+]